2-methylamino-1-(3,4-methylenedioxyphenyl)butan-1-one CNC(C(=O)C1=CC2=C(C=C1)OCO2)CC